ClC=1C=C(C=CC1OCC1=NC=CC=C1)NC1=NC=NC2=CC=C(C=C12)[C@H]1CN(CCC1)C(=O)OC(C)(C)C (S)-tert-Butyl 3-(4-((3-chloro-4-(pyridin-2-ylmethoxy)phenyl)amino)quinazolin-6-yl)piperidine-1-carboxylate